2-ethyl-1,3-dimethylbutyl methacrylate C(C(=C)C)(=O)OC(C(C(C)C)CC)C